N1C=NC2=C1C=CC(=C2)N2C(OC[C@@H]2C2=CC(=C(C(=C2)F)OCC(C)(F)F)F)=O (S)-3-(1H-benzo[d]imidazol-5-yl)-4-(4-(2,2-difluoropropoxy)-3,5-difluorophenyl)oxazolidin-2-one